FC=1C(=NC=CC1C(C)C)C(=O)NC=1C=NC(=C(C1)C=1C=NC2=CC(=NC=C2C1)NC)C 3-fluoro-4-isopropyl-N-(6-methyl-5-(7-(methylamino)-1,6-naphthyridin-3-yl)pyridin-3-yl)pyridineamide